N2-(1-(1-ethylpiperidin-4-yl)-1H-pyrazol-4-yl)-5-methyl-N4-phenylthieno[2,3-d]pyrimidine-2,4-diamine C(C)N1CCC(CC1)N1N=CC(=C1)NC=1N=C(C2=C(N1)SC=C2C)NC2=CC=CC=C2